FC=1C=C(CNC(NC)=O)C=CC1F 3-(3,4-difluorobenzyl)-1-methylurea